p-morpholinopiperidine O1CCN(CC1)C1CCNCC1